N-ethyl-5-fluoro-2-((5-(2-((3R,5S)-5-hydroxy-6-(isopropyl-(methyl)amino)-2-methylhexan-3-yl)-2,6-diazaspiro[3.4]oct-6-yl)-1,2,4-triazin-6-yl)oxy)-N-isopropylbenzamide C(C)N(C(C1=C(C=CC(=C1)F)OC1=C(N=CN=N1)N1CC2(CN(C2)[C@@H](C(C)C)C[C@@H](CN(C)C(C)C)O)CC1)=O)C(C)C